CCCCCCCC\C=C/CCCCCC Z-9-hexadecene